4-[(4-Fluorophenoxypropylthio)methyl]1,3-dihydro-imidazole-2-thione FC1=CC=C(OCCCSCC=2NC(NC2)=S)C=C1